monoisopropoxyaluminum monooleate monoethylacetoacetate C(C)OC(CC(=O)C)=O.C(CCCCCCC\C=C/CCCCCCCC)(=O)[O-].C(C)(C)O[Al+]